N-[(2S)-5-[[(1R,2S)-2-(4-fluorophenyl)cyclopropyl](prop-2-en-1-yl)amino]-1-(4-methylpiperazin-1-yl)-1-oxopentan-2-yl]-4-(1H-1,2,3-triazol-1-yl)benzamide FC1=CC=C(C=C1)[C@H]1[C@@H](C1)N(CCC[C@@H](C(=O)N1CCN(CC1)C)NC(C1=CC=C(C=C1)N1N=NC=C1)=O)CC=C